((R)-2-(1-(5-((((3,3-difluorocyclobutyl)(methyl)carbamoyl)oxy)methyl)-1-methyl-1H-1,2,3-triazol-4-yl)-3-ethylpyrazin-2-yl)piperidin-3-yl)acetic acid FC1(CC(C1)N(C(=O)OCC1=C(N=NN1C)N1C(C(=NC=C1)CC)[C@@H]1NCCCC1CC(=O)O)C)F